OC1=C(C=C(C=C1C(C)(C)C)CCC(=O)O)C(C)(C)C 3-(4-hydroxy-3,5-di-t-butyl-phenyl)propionic acid